6H-Dibenzo[b,d]pyran-1,8-diol C1(=CC=CC=2OCC3=C(C21)C=CC(=C3)O)O